O1C2N(CCC1)CC=1N(C2)C=C(CC1)C(=O)N 3,4,6,8,12,12a-hexahydro-2H-pyrido[1',2':4,5]pyrazino[2,1-b][1,3]oxazine-9-carboxamide